ClC1=CC=C(CN2C3(CN(C3)C3=CC=NC=C3)C(N(CC2=O)C(C)C)=O)C=C1 5-(4-chlorobenzyl)-8-isopropyl-2-(pyridin-4-yl)-2,5,8-triazaspiro[3.5]nonane-6,9-dione